6-bromo-1-(ethylsulfanylmethyl)pyrazolo[4,3-b]pyridine BrC=1C=C2C(=NC1)C=NN2CSCC